FC1=C(C=CC(=C1)OC1CCN(CC1)C)C1=CC=C2C(=CC=NC2=C1)NC=1C=CC2=C(N=CS2)C1 N-(7-(2-fluoro-4-((1-methylpiperidin-4-yl)oxy)phenyl)quinolin-4-yl)benzo[d]thiazol-5-amine